COCCCOC=1C=C(C=O)C=CC1OCC1=C(C=CC=C1)C(F)(F)F 3-(3-methoxypropoxy)-4-{[2-(trifluoromethyl)phenyl]methoxy}benzaldehyde